tert-Butyl [(3R,4R,5S)-4-hydroxy-5-methyl-1-(3-nitro-1-oxido-6,7-dihydro-5H-cyclopenta[b]pyridin-4-yl)piperidin-3-yl]carbamate O[C@H]1[C@@H](CN(C[C@@H]1C)C1=C2C(=[N+](C=C1[N+](=O)[O-])[O-])CCC2)NC(OC(C)(C)C)=O